METHYL-4-[4-(OXETAN-3-YL)PIPERAZIN-1-YL]PENT-2-ENENITRILE CC(C#N)=CC(C)N1CCN(CC1)C1COC1